3-(trimethylsilyl)propiolic acid ethyl ester C(C)OC(C#C[Si](C)(C)C)=O